O=C1NC(CCC1C1=NC=CC(=C1)CN1CCC(CC1)C1=CC(=C(C=C1C)NC1=NC=C(C(=C1)NC1=C(C(=O)NC)C=CC=C1)C(F)(F)F)OC(C)C)=O 2-((2-((4-(1-((2-(2,6-dioxopiperidin-3-yl)pyridin-4-yl)methyl)piperidin-4-yl)-2-isopropoxy-5-methylphenyl)amino)-5-(trifluoromethyl)pyridin-4-yl)amino)-N-methylbenzamide